ClC1=NC=C(C(=C1F)N1C(C(=C(C=C1C)[C@@H]1[C@H](C1)C=1C=NC=C(C1)C(F)F)Cl)=O)C 2',3-dichloro-4-((1S,2S)-2-(5-(difluoromethyl)pyridin-3-yl)cyclopropyl)-3'-fluoro-5',6-dimethyl-2H-[1,4'-bipyridin]-2-one